(+)-4-[(4-methylsulfonylphenyl)-phenyl-methyl]Piperidine-1-carboxylic acid tert-butyl ester C(C)(C)(C)OC(=O)N1CCC(CC1)C(C1=CC=CC=C1)C1=CC=C(C=C1)S(=O)(=O)C